2-bromo-N-(5-(2,4-difluorophenoxy)-3-fluoropyridin-2-yl)propanamide BrC(C(=O)NC1=NC=C(C=C1F)OC1=C(C=C(C=C1)F)F)C